FC(OC=1C=C(CNC(=O)NC23CC(C2)(C3)F)C=CC1)F 1-(3-difluoromethoxy-benzyl)-3-(3-fluoro-bicyclo[1.1.1]pent-1-yl)-urea